ClC1=NN2C(N=CC3=C2C(C(CN3C(=O)OC(C)(C)C)O)(C)C)=C1 tert-butyl 2-chloro-8-hydroxy-9,9-dimethyl-8,9-dihydropyrazolo[1,5-a]pyrido[2,3-e]pyrimidine-6(7H)-carboxylate